(S)-N-(5-amino-6-(1'-(4-((6-amino-2-butoxy-8-oxo-7,8-dihydro-9H-purin-9-yl)methyl)benzyl)-4,4'-bipiperidin-1-yl)-6-oxohexyl)-2-(aminooxy)acetamide N[C@@H](CCCCNC(CON)=O)C(=O)N1CCC(CC1)C1CCN(CC1)CC1=CC=C(C=C1)CN1C2=NC(=NC(=C2NC1=O)N)OCCCC